IC1=C(C=CC=C1)N1C=C(C2=CC=CC=C12)C 1-(2-iodophenyl)-3-methyl-1H-indole